C(#N)C1=NC(=C(C=C1NC(C=C)=O)\C=C\[C@@H]1CC[C@H](CC1)C(F)(F)F)OC N-(2-Cyano-6-methoxy-5-((E)-2-(trans-4-(trifluoromethyl)cyclohexyl)vinyl)pyridin-3-yl)acrylamide